4-{2-chloro-4-[(5R)-5-(hydroxymethyl)-2-oxo-1,3-oxazolidin-3-yl]phenyl}-4-fluoro-1λ6-thiane-1,1-dione ClC1=C(C=CC(=C1)N1C(O[C@H](C1)CO)=O)C1(CCS(CC1)(=O)=O)F